2-cyclopenta-1,3-dienyl-ethyl propionate C(CC)(=O)OCCC1=CC=CC1